FC(OC1=CC=C(C=C1)C1=CN=C(O1)NC=1C=CC(=NC1)C#N)(F)F 5-((5-(4-(trifluoromethoxy)phenyl)oxazol-2-yl)amino)pyridinecarbonitrile